C(C)CC(CC(=O)OOCCCOOC(CC(=O)CCC)=O)=O 1,3-propanedioxy bis(ethylacetoacetate)